6-chloro-N-(1-methyl-1H-pyrazol-3-yl)pyrimidin-4-amine ClC1=CC(=NC=N1)NC1=NN(C=C1)C